3-(4-amino-2-fluorophenylethyl)-2-(1-(4-bromophenyl)-3-(1H-pyrrol-3-yl)-1H-pyrazol-4-yl)-5-methyl-oxazolidin-4-one NC1=CC(=C(C=C1)CCN1C(OC(C1=O)C)C=1C(=NN(C1)C1=CC=C(C=C1)Br)C1=CNC=C1)F